2,5,7,8-tetramethyl-2-[4,8,12-trimethyltridecyl]chroman-6-ol tert-butyl-4-(4-bromophenyl)-3-hydroxy-piperidine-1-carboxylate C(C)(C)(C)C1N(CCC(C1O)C1=CC=C(C=C1)Br)C(=O)OC=1C(=C2CCC(OC2=C(C1C)C)(CCCC(CCCC(CCCC(C)C)C)C)C)C